8-bromo-4-[(2R)-3-(3,4-dihydro-1H-isoquinolin-2-yl)-2-hydroxy-propyl]-1-ethyl-3H-1,4-benzodiazepin-2,5-dione BrC1=CC2=C(C(N(CC(N2CC)=O)C[C@@H](CN2CC3=CC=CC=C3CC2)O)=O)C=C1